benzonaphtho(2,3-d)thiophene C1=CC=CC2=CC=C3C(=C12)C=C1C=CSC1=C3